isopropyl (((2-aminoethyl)thio)(phenoxy)phosphoryl)-L-alaninate TFA salt OC(=O)C(F)(F)F.NCCSP(=O)(OC1=CC=CC=C1)N[C@@H](C)C(=O)OC(C)C